Benzyl N-[(S)-(4,4-difluorocyclohexyl){3-[4-(3-fluorobicyclo[1.1.1]pentane-1-carbonyl)-morpholin-3-yl]imidazo[1,2-b][1,2,4]triazin-6-yl}methyl]carbamate FC1(CCC(CC1)[C@H](NC(OCC1=CC=CC=C1)=O)C=1N=C2N(N=CC(=N2)C2N(CCOC2)C(=O)C23CC(C2)(C3)F)C1)F